C(C=C)(=O)O.S1(N=CC=C1)=O isothiazolone acrylate